N-(1-((methylsulfonyl)methyl)-3-(oxetan-3-yloxy)-1H-pyrazol-4-yl)carboxamide CS(=O)(=O)CN1N=C(C(=C1)NC=O)OC1COC1